FCCCN1CC(C1)CC1=CC=C(C=C1)C1=C(CCCC2=C1C=CC=C2)C=2C=NC=CC2C(F)(F)F 9-(4-((1-(3-Fluoropropyl)azetidin-3-yl)methyl)phenyl)-8-(4-(trifluoromethyl)pyridin-3-yl)-6,7-dihydro-5H-benzo[7]annulen